OC(CS(=O)(=O)NC=1C=C2CCN(CC2=CC1)C(=O)OC(C)(C)C)(C)C tert-Butyl 6-[(2-hydroxy-2-methyl-propyl)sulfonylamino]-3,4-dihydro-1H-isoquinoline-2-carboxylate